8-fluoro-7-(6-fluoro-5-methyl-1H-indazol-4-yl)-N-methyl-quinazolin-4-amine FC=1C(=CC=C2C(=NC=NC12)NC)C1=C2C=NNC2=CC(=C1C)F